FC=1C=C(C=CC1C1=NOC(=N1)C(F)(F)F)COC=1N=NC=CC1C 3-({3-fluoro-4-[5-(trifluoromethyl)-1,2,4-oxadiazol-3-yl]phenyl}methoxy)-4-methylpyridazine